[Sn].[Mn].[Pb] lead-manganese-tin